3-[[2-(methacryloyloxy)ethyl]dimethylamino]propane-1-sulfonic acid C(C(=C)C)(=O)OCCCN(CCCS(=O)(=O)O)C